3-(2-cyanoethoxy)-4-{[3-(4-{[1-(2-hydroxy-3-methoxypropyl)piperidin-4-yl]amino}-1-(2,2,2-trifluoroethyl)-1H-indol-2-yl)prop-2-yn-1-yl]amino}-N-methylbenzamide C(#N)CCOC=1C=C(C(=O)NC)C=CC1NCC#CC=1N(C2=CC=CC(=C2C1)NC1CCN(CC1)CC(COC)O)CC(F)(F)F